(4-methylthiobenzoyl)-1-methyl-1-morpholino-ethane CC1=CC=C(C(=S)C(C)(N2CCOCC2)C)C=C1